[NH4+].[NH4+].C=CC propylene diammonium salt